C(N)(=O)C1=CN(C2=CC=C(C=C12)C1=CC=2CCCCC2C=C1)CC(=O)O 2-(3-carbamoyl-5-(5,6,7,8-tetrahydronaphthalen-2-yl)-1H-indol-1-yl)acetic acid